tert-butyl (1S,5R)-6-(4,4,5,5-tetramethyl-1,3,2-dioxaborolan-2-yl)-3-azabicyclo[3.1.0]hexane-3-carboxylate CC1(OB(OC1(C)C)C1[C@H]2CN(C[C@@H]12)C(=O)OC(C)(C)C)C